FC=1C=C(C=C(C1)O)C=1CCC(CC1)OC[C@@H]1N([C@@H](C[C@@H]1N(S(=O)(=O)C)CC1=CC=C(C=C1)OC)C)C(=O)OCC1=CC=CC=C1 benzyl (2R,3S,5R)-2-(((3'-fluoro-5'-hydroxy-2,3,4,5-tetrahydro-[1,1'-biphenyl]-4-yl)oxy)methyl)-3-(N-(4-methoxybenzyl)methylsulfonamido)-5-methylpyrrolidine-1-carboxylate